6-Methyl-3,4-Epoxycyclohexylmethyl-6-Methyl-3,4-epoxycyclohexanecarboxylate CC1CC2C(CC1COC(=O)C1CC3C(CC1C)O3)O2